N1,N1'-([1,1'-biphenyl]-4,4'-diyl)bis(N1-phenyl-N4,N4-di-m-tolylbenzene-1,4-diamine) C1(=CC=C(C=C1)N(C1=CC=C(C=C1)N(C=1C=C(C=CC1)C)C=1C=C(C=CC1)C)C1=CC=CC=C1)C1=CC=C(C=C1)N(C1=CC=C(C=C1)N(C=1C=C(C=CC1)C)C=1C=C(C=CC1)C)C1=CC=CC=C1